OCCCCCOC1=CC=C(C=N1)C1CCN(CC1)C1=CC(=C(C#N)C=C1)C(F)(F)F 4-(4-(6-((5-hydroxypentyl)oxy)pyridin-3-yl)-piperidin-1-yl)-2-(trifluoromethyl)benzonitrile